CSCC1=C(C=CC(=C1)[N+](=O)[O-])/C(=C/C(=O)OC)/C methyl (E,Z)-3-(2-((methylthio)methyl)-4-nitrophenyl)but-2-enoate